4-[4-cyano-6-[1-(2-hydroxy-2-methylpropyl)pyrazol-4-yl]-2-methylindazol-3-yl]-N-[(1R)-2,2-difluorocyclopropyl]-2-(difluoromethoxy)-6-methoxybenzamide C(#N)C=1C2=C(N(N=C2C=C(C1)C=1C=NN(C1)CC(C)(C)O)C)C1=CC(=C(C(=O)N[C@H]2C(C2)(F)F)C(=C1)OC)OC(F)F